silver-cadmium oxide [O-2].[Cd+2].[Ag+]